6-Amino-2-(3,5-dichloro-4-((4-methyl-2-(4-(trifluoromethyl)cyclohexyl)quinolin-6-yl)oxy)phenyl)-1,2,4-triazine-3,5(2H,4H)-dione NC=1C(NC(N(N1)C1=CC(=C(C(=C1)Cl)OC=1C=C2C(=CC(=NC2=CC1)C1CCC(CC1)C(F)(F)F)C)Cl)=O)=O